2-(tert-butoxycarbonyl)glycyl-L-phenylalanyl-N6-(diphenyl(m-tolyl)methyl)-L-lysine tert-butyl ester C(C)(C)(C)OC([C@@H](NC([C@@H](NC(C(N)C(=O)OC(C)(C)C)=O)CC1=CC=CC=C1)=O)CCCCNC(C=1C=C(C=CC1)C)(C1=CC=CC=C1)C1=CC=CC=C1)=O